1-(2-(5-(4-chlorophenyl)isoindolin-2-yl)-2-oxoethyl)-1H-1,2,4-triazole-3-carbonitrile ClC1=CC=C(C=C1)C=1C=C2CN(CC2=CC1)C(CN1N=C(N=C1)C#N)=O